ClC=1C=C(N)C=CC1OC[C@@H]1COCC1 3-chloro-4-[[(3S)-tetrahydrofuran-3-yl]methoxy]aniline